4-(2-(7,8-Dimethyl-[1,2,4]triazolo[1,5-a]pyridin-6-yl)-3-isopropyl-1H-indol-5-yl)-N-methyl-N-(2-(methylsulfonyl)ethyl)cyclohexan-1-amin CC1=C(C=2N(C=C1C=1NC3=CC=C(C=C3C1C(C)C)C1CCC(CC1)N(CCS(=O)(=O)C)C)N=CN2)C